2-(4-(chloromethyl)-2-fluorophenyl)-1-methyl-4-(trifluoromethyl)-1H-imidazole ClCC1=CC(=C(C=C1)C=1N(C=C(N1)C(F)(F)F)C)F